C(C1=CC=CC=C1)C1(CC(=NO1)CNC(=O)C1=CC(=NN1C1CCCC1)C)C(=O)OC methyl 5-benzyl-3-((1-cyclopentyl-3-methyl-1H-pyrazole-5-carboxamido)methyl)-4,5-dihydroisoxazole-5-carboxylate